C(C)C(CC)S(=O)(=O)O Ethyl-propanesulfonic acid